(1r,4r)-4-(5-amino-6-fluoro-2H-indazol-2-yl)cyclohexylmethanol NC1=CC2=CN(N=C2C=C1F)C1CCC(CC1)CO